BrC=1C=C(C=C(C1)N(C1=CC=CC=C1)C1=CC=CC=C1)N(C1=CC=CC=C1)C1=CC=CC=C1 5-bromo-N1,N1,N3,N3-tetraphenylbenzene-1,3-diamine